5-bromo-2-(methylsulfonyl)-4-(3-(2-nitrophenyl)-1H-pyrazol-1-yl)pyrimidine BrC=1C(=NC(=NC1)S(=O)(=O)C)N1N=C(C=C1)C1=C(C=CC=C1)[N+](=O)[O-]